BrC=1C=CC=C2C(=NNC12)C(=O)O 7-bromo-1H-indazole-3-carboxylic acid